BrC=1C=C(C=CC1)P(CC(C)C)(CC(C)C)=O (3-bromophenyl)diisobutylphosphine oxide